2-(2H-benzotriazol-2-yl)-6-decyl-4-decylphenol N=1N(N=C2C1C=CC=C2)C2=C(C(=CC(=C2)CCCCCCCCCC)CCCCCCCCCC)O